ethyl 4-[2-(2,6-dioxopiperidin-3-yl)-1,3-dioxo-2,3-dihydro-1H-isoindol-4-yl]cyclohex-3-ene-1-carboxylate O=C1NC(CCC1N1C(C2=CC=CC(=C2C1=O)C1=CCC(CC1)C(=O)OCC)=O)=O